2-amino-1-(3-methoxy-2,6-dimethyl-phenyl)-5-nitro-pyrrolo[2,3-b]pyridine-3-carbonitrile NC1=C(C=2C(=NC=C(C2)[N+](=O)[O-])N1C1=C(C(=CC=C1C)OC)C)C#N